CC1=NC2=CC=CC(=C2N=C1)C=O (2-methylquinoxalin-5-yl)methanone